ClC=1C=C(N(C1)S(=O)(=O)C1=CC=C(C)C=C1)C=1C=NN(C1)C(C)C 4-chloro-2-(1-isopropyl-1H-pyrazol-4-yl)-1-p-toluenesulfonyl-1H-pyrrole